tert-butyl (2S)-2-(cyanomethyl)-4-(7-(8-ethynyl-7-fluoronaphthalen-1-yl)-6,8-difluoro-2-((Tetrahydro-1H-pyrrolizin-7a(5H)-yl)methoxy)quinazolin-4-yl)piperazine-1-carboxylate C(#N)C[C@@H]1N(CCN(C1)C1=NC(=NC2=C(C(=C(C=C12)F)C1=CC=CC2=CC=C(C(=C12)C#C)F)F)OCC12CCCN2CCC1)C(=O)OC(C)(C)C